Pyrazine-6-methanol N1=CC=NC=C1CO